2-hydroxyglutarimide OC1C(=O)NC(CC1)=O